N(C1=NN(C(=N1)C(C)C)CC1=CC=C(C=C1)C=C)C1=NN(C(=N1)C(C)C)CC1=CC=C(C=C1)C=C 3,3'-iminobis[1-(4-vinylbenzyl)-5-isopropyl-1H-1,2,4-triazole]